C1(CCC1)N(C/C=C/C(=O)NC1=C(C(=CC=C1)OC=1C=2N(C=C(N1)C=1C=NN(C1)C)N=CC2)C)C (E)-4-(cyclobutyl(methyl)amino)-N-(2-methyl-3-((6-(1-methyl-1H-pyrazol-4-yl)pyrazolo[1,5-a]pyrazin-4-yl)oxy)phenyl)but-2-enamide